2-(2,3-bis(methoxycarbonyl)phenoxy)acetic acid COC(=O)C1=C(OCC(=O)O)C=CC=C1C(=O)OC